Cl.C(C)(C)OC(=O)C=1C(=NC(=NC1)NC1=C(C=C(C(=C1)NC(C=C)=O)N1CC2C(C1)CC(C2)(C)N)OC)C2=CN(C1=CC=CC=C21)C 2-((5-acrylamido-4-(5-amino-5-methyl-hexahydrocyclopenta[c]pyrrol-2(1H)-yl)-2-methoxyphenyl)amino)-4-(1-methyl-1H-indol-3-yl)pyrimidine-5-carboxylic acid isopropyl ester hydrochloride